[6-(3-cyclopropyl-1,2,4-triazol-1-yl)-2-azaspiro[3.3]heptan-2-yl]-[5-methyl-6-[[1-(trifluoromethyl)cyclopropyl]methoxy]pyridazin-3-yl]methanone C1(CC1)C1=NN(C=N1)C1CC2(CN(C2)C(=O)C=2N=NC(=C(C2)C)OCC2(CC2)C(F)(F)F)C1